2-(7-((2S,5R)-2,5-diethyl-4-(1-(pyrazolo[1,5-a]pyridin-5-yl)ethyl)piperazin-1-yl)-4-methyl-5-oxo-4,5-dihydro-2H-pyrazolo[4,3-d]pyrimidin-2-yl)acetonitrile C(C)[C@@H]1N(C[C@H](N(C1)C(C)C1=CC=2N(C=C1)N=CC2)CC)C=2C=1C(N(C(N2)=O)C)=CN(N1)CC#N